methyl 3-iodo-7-methoxyimidazo[1,2-a]pyridine-6-carboxylate IC1=CN=C2N1C=C(C(=C2)OC)C(=O)OC